ClC1=CC2=C(C(C=3NC4=CC(=CC=C4C3C2=O)C#CCO)(C)C)C=C1N1CCN(CC1)C1CC1 9-chloro-8-(4-cyclopropylpiperazin-1-yl)-3-(3-hydroxypropan-1-yn-1-yl)-6,6-dimethyl-5,6-dihydro-11H-benzo[b]carbazol-11-one